C(CCCCCCCCCCCCCCCCCCC)(=O)OCCCCC(OC(NCCN(CCN(C)C)C)=O)CCCCOC(CCCCCCCCCCCCCCCCCCC)=O 11,14-dimethyl-7-oxo-5-{4-[(1-oxoeicosyl) oxy] butyl}-6-oxa-8,11,14-triazapentadec-1-yl eicosanoate